CN(C)CC1=CC2=C(N(C(C(N2C)=O)=O)C2CCN(CC2)C2=NC=C(C=N2)C#N)N=C1 2-(4-(7-((dimethylamino)methyl)-1-methyl-2,3-dioxo-2,3-dihydropyrido[2,3-b]pyrazine-4(1H)-yl)piperidin-1-yl)pyrimidine-5-carbonitrile